(S)-3-(1-(3-((2-(3-chloro-1,4-dimethyl-1H-pyrazol-5-yl)-5-fluoropyridin-4-yl)oxy)azetidine-1-carbonyl)-4,5-dihydro-1H-pyrazol-5-yl)-5-fluorobenzonitrile ClC1=NN(C(=C1C)C1=NC=C(C(=C1)OC1CN(C1)C(=O)N1N=CC[C@H]1C=1C=C(C#N)C=C(C1)F)F)C